tert-Butyl 3-(4-amino-5-cyano-2-methoxy-phenyl)-3-methyl-azetidine-1-carboxylate NC1=CC(=C(C=C1C#N)C1(CN(C1)C(=O)OC(C)(C)C)C)OC